C(C)(C)(C)N(C(O)=O)CCCCCCCCNC1=NC=CC=N1.ClC1=CC=2C(C3=CC=CC=C3C2C=C1)(C1=CC=C(C=C1)NCC)C1=CC=C(C=C1)NCC 2-chloro-9,9-bis(4-ethylaminophenyl)fluorene Tert-butyl-(8-(pyrimidin-2-ylamino)octyl)carbamate